4-(2-{[(2R,7aS)-2-fluoro-hexahydro-1H-pyrrolizin-7a-yl]methoxy}-8-fluoro-4-[(3R)-3-(methoxymethyl)morpholin-4-yl]pyrido[4,3-d]pyrimidin-7-yl)-5-ethynyl-6-fluoronaphthalen-2-ol F[C@@H]1C[C@@]2(CCCN2C1)COC=1N=C(C2=C(N1)C(=C(N=C2)C2=CC(=CC1=CC=C(C(=C21)C#C)F)O)F)N2[C@@H](COCC2)COC